(Z)-4-(4-((6-chloro-7-fluoro-1H-indol-3-yl)methylene)-2,5-dioxoimidazolidin-1-yl)-4-(4-chlorophenyl)butyric acid ClC1=CC=C2C(=CNC2=C1F)\C=C\1/NC(N(C1=O)C(CCC(=O)O)C1=CC=C(C=C1)Cl)=O